COC(=O)N1[C@H](C(C[C@H]1C)OCC1=CC=CC=C1)CO[C@@H]1CC[C@@H](CC1)C1=CC=CC=C1.ClC1(CCCCC1)Cl trans-dichlorocyclohexane methyl-(2S,5R)-3-(benzyloxy)-5-methyl-2-((((CIS)-4-phenylcyclohexyl)oxy)methyl)-pyrrolidine-1-carboxylate